4-chloro-6-(isopropylthio)-N-methyl-N-phenyl-1,3,5-triazin-2-amine ClC1=NC(=NC(=N1)SC(C)C)N(C1=CC=CC=C1)C